ClC=1C(=NC(=NC1)N[C@@H]1C[C@@H](C1)O)C1=CC=C2CN(C(C2=C1)=O)CC(N1CC2=CC=CC=C2CC1)=O 6-(5-chloro-2-{[cis-3-hydroxycyclobutyl]amino}pyrimidin-4-yl)-2-[2-oxo-2-(1,2,3,4-tetrahydroisoquinolin-2-yl)ethyl]-2,3-dihydro-1H-isoindol-1-one